dichloro-[1,1'-biphenyl]-2,6-diol ClC=1C(=C(C(=C(C1)O)C1=CC=CC=C1)O)Cl